sodium-potassium water O.[K].[Na]